C(C)(C)(C)OC(=O)N[C@H](C(=O)O)CSC1=C(C=C(C=C1)C#N)[N+](=O)[O-] (2R)-2-(tert-Butoxycarbonylamino)-3-(4-cyano-2-nitro-phenyl)mercapto-propionic acid